[3-[(5-fluoro-2-pyridyl)amino]-1-(2,2,2-trifluoroethyl)pyrazolo[4,3-c]pyridin-6-yl]-(3-endo-hydroxy-8-azabicyclo[3.2.1]octan-8-yl)methanone FC=1C=CC(=NC1)NC1=NN(C2=C1C=NC(=C2)C(=O)N2C1CC(CC2CC1)O)CC(F)(F)F